(4-amino-8-oxo-5,6,7,8-tetrahydronaphthalen-1-yl)-2,2,2-trifluoroacetamide NC1=CC=C(C=2C(CCCC12)=O)NC(C(F)(F)F)=O